benzylundecyldimethylammonium C(C1=CC=CC=C1)[N+](C)(C)CCCCCCCCCCC